BrC=1C=C(SC1CC(C)C)[Si](C)(C)C (4-bromo-5-isobutylthiophen-2-yl)trimethylsilane